1-(3,5-dichlorophenyl)ethan-1-one dimethyl-4-(6-hydroxy-3-oxo-3H-xanthen-9-yl)isophthalate COC(C1=CC(C(=O)OC)=C(C=C1)C=1C2=CC=C(C=C2OC2=CC(C=CC12)=O)O)=O.ClC=1C=C(C=C(C1)Cl)C(C)=O